9-[2-deoxy-3,5-bis-O-(4-methylbenzoyl)-β-D-erythro-pentofuranosyl]-3-iodo-9H-carbazole CC1=CC=C(C(=O)O[C@H]2C[C@@H](O[C@@H]2COC(C2=CC=C(C=C2)C)=O)N2C3=CC=CC=C3C=3C=C(C=CC23)I)C=C1